tertiary butylperoxyl-3,5,5-trimethylhexanoate C(C)(C)(C)OOC(C(=O)[O-])C(CC(C)(C)C)C